Tert-butyl 1-{2-[(6-{[6-(5-chloro-2-fluorophenyl)3-[(2-hydroxyethoxy)methyl]pyridazin-4-yl]amino}pyrimidin-4-yl)carbamoyl]ethyl}piperidine-4-carboxylate ClC=1C=CC(=C(C1)C1=CC(=C(N=N1)COCCO)NC1=CC(=NC=N1)NC(=O)CCN1CCC(CC1)C(=O)OC(C)(C)C)F